N(=[N+]=[N-])C1=CC=C(C[C@H]2O[C@@H]([C@H]([C@@H]([C@@H]2O[Si](C)(C)C)O[Si](C)(C)C)O[Si](C)(C)C)CO[Si](C)(C)C)C=C1 (((2R,3R,4R,5R,6R)-2-(4-azidobenzyl)-6-(((trimethylsilyl)oxy)methyl)tetrahydro-2H-pyran-3,4,5-triyl)tris(oxy))tris(trimethylsilane)